1-(1-isobutyl-4,4-dimethyl-1,4,5,6-tetrahydropyridin-3-yl)-3-methylbut-3-en-1-one C(C(C)C)N1C=C(C(CC1)(C)C)C(CC(=C)C)=O